9-fluoro-3-[4-(5-fluoropyrimidin-2-yl)-1,3-thiazol-2-yl]-1,3,4,11,12,12a-hexahydropyrido[1,2-b][2]benzazepin-6(2H)-one FC=1C=CC2=C(CCC3N(C2=O)CC(CC3)C=3SC=C(N3)C3=NC=C(C=N3)F)C1